2,3-dimethyl-7-(2-(2-oxo-1,2-dihydropyridin-4-yl)morpholino)-5-(3-(trifluoromethyl)bicyclo[1.1.1]pentan-1-yl)pyrido[4,3-d]pyrimidin-4(3H)-one CC=1N(C(C2=C(N1)C=C(N=C2C21CC(C2)(C1)C(F)(F)F)N1CC(OCC1)C1=CC(NC=C1)=O)=O)C